NC1=C2C(N(C(C2=C(C(=C1)Br)CCOCC1=CC=C(C=C1)OC)=O)CC1=CC=C(C=C1)OC)C1=C(C=CC(=C1)F)Cl 4-Amino-6-bromo-3-(2-chloro-5-fluorophenyl)-2-(4-methoxybenzyl)-7-(2-((4-methoxybenzyl)oxy)ethyl)isoindol-1-one